5-methyl-N-[(5-phenyl-1,3,4-thiadiazol-2-yl)methyl]thiophene-2-carboxamide CC1=CC=C(S1)C(=O)NCC=1SC(=NN1)C1=CC=CC=C1